4-(benzyloxy)-2-ethoxy-6-methylbenzoic acid C(C1=CC=CC=C1)OC1=CC(=C(C(=O)O)C(=C1)C)OCC